N-nonyl-N-methyl-glucamine C(CCCCCCCC)N(C[C@H](O)[C@@H](O)[C@H](O)[C@H](O)CO)C